racemic-1-aminoindane N[C@@H]1CCC2=CC=CC=C12 |r|